C(C1=CC=CC=C1)OC=1C(=CC(=C(C1)C(C)O)Br)OC 1-(5-(benzyloxy)-2-bromo-4-methoxyphenyl)ethan-1-ol